(3R)-3-(4-Chlorophenyl)-2-[(4-chlorophenyl)methyl]-3-[(1-Hydroxycyclopropyl)methoxy]-6-(2-hydroxypropan-2-yl)-2,3-dihydro-1H-isoindol-1-on ClC1=CC=C(C=C1)[C@@]1(N(C(C2=CC(=CC=C12)C(C)(C)O)=O)CC1=CC=C(C=C1)Cl)OCC1(CC1)O